C(OC[C@H]1O[C@@]([C@@H]([C@@H]1O)O)(C#N)C1=CC=C2C(=NC=NN21)N)(O[C@@H]2[C@@]1(CC[C@H](C2)C1(C)C)C)=O ((2R,3S,4R,5R)-5-(4-aminopyrrolo[2,1-f][1,2,4]triazin-7-yl)-5-cyano-3,4-dihydroxytetrahydrofuran-2-yl)methyl ((1R,2S,4R)-1,7,7-trimethylbicyclo[2.2.1]heptan-2-yl) carbonate